ClC=1C(=C(C=CC1)C(CC(=O)O)C1=CC2=CC(=CC=C2C=C1)OCC(=O)NC1CCCCCC1)C 3-(3-chloro-2-methylphenyl)-3-(7-(2-(cycloheptylamino)-2-oxoethoxy)naphthalen-2-yl)propanoic acid